C[C@@H]1N(CCC1)S(=O)(=O)N1C=NC=C1 (S)-1-((2-methylpyrrolidin-1-yl)sulfonyl)-1H-imidazole